1-cyclobutyl-N-{2,3-dimethoxy-6H,7H,8H,9H-cyclohexa[b]1,5-naphthyridin-10-yl}piperidin-4-amine C1(CCC1)N1CCC(CC1)NC1=C2C(=NC3=CC(=C(N=C13)OC)OC)CCCC2